5-[4-amino-5-(trifluoromethyl)pyrrolo[2,1-f][1,2,4]triazin-7-yl]-4-fluoro-N-[(3R,4S)-4-fluoro-1-(3-hydroxy-3-methylbutanoyl)pyrrolidin-3-yl]-2-methylbenzamide NC1=NC=NN2C1=C(C=C2C=2C(=CC(=C(C(=O)N[C@@H]1CN(C[C@@H]1F)C(CC(C)(C)O)=O)C2)C)F)C(F)(F)F